CC1=C(C(=O)P(C2=CC=CC=C2)(C(C2=C(C=CC=C2C)C)=O)=O)C(=CC=C1)C bis(2,6-dimethylbenzoyl)-phenylphosphine oxide